3-[4-(3-azaspiro[5.5]undecan-9-yl)anilino]piperidine-2,6-dione C1CNCCC12CCC(CC2)C2=CC=C(NC1C(NC(CC1)=O)=O)C=C2